monomethyl ether monomethacrylate C(C(=C)C)(=O)O.COC